2,2-DIMETHYL-3-ETHYLPENTANE CC(C)(C(CC)CC)C